tert-butyl (R)-3-(5-(2-bromopyridin-4-yl)-1,2,4-oxadiazol-3-yl)pyrrolidine-1-carboxylate BrC1=NC=CC(=C1)C1=NC(=NO1)[C@H]1CN(CC1)C(=O)OC(C)(C)C